2,2-Dimethyl-N-{2-methyl-4-[(6-phenoxypyridin-3-ylmethyl)-amino]-phenyl}-propionamide CC(C(=O)NC1=C(C=C(C=C1)NCC=1C=NC(=CC1)OC1=CC=CC=C1)C)(C)C